6-cyclopropyl-N-[(4-{[(2,4-dimethoxyphenyl)methyl]amino}-1H,3H-furo[3,4-c]quinolin-7-yl)methyl]-N-{5-methyl-4-oxo-4H,5H,6H,7H-pyrazolo[1,5-a]pyrazin-3-yl}pyridine-3-carboxamide C1(CC1)C1=CC=C(C=N1)C(=O)N(C=1C=NN2C1C(N(CC2)C)=O)CC=2C=CC=1C3=C(C(=NC1C2)NCC2=C(C=C(C=C2)OC)OC)COC3